2,2-diphenylethane-1-sulfonyl fluoride C1(=CC=CC=C1)C(CS(=O)(=O)F)C1=CC=CC=C1